C(C)(C)(C)OC(NCCC(S(=O)(=O)C1=NC=CC=C1)(F)F)=O (3,3-difluoro-3-(pyridin-2-ylsulfonyl)propyl)carbamic acid tert-butyl ester